O[C@@H]1[C@H](N(CC1)C(=O)OC(C)(C)C)C=C tert-butyl (2R,3S)-3-hydroxy-2-vinylpyrrolidine-1-carboxylate